ON\C(=N/[H])\C1(CC1)C1=C(C=CC(=C1)OC)C (Z)-N-hydroxy-1-(5-methoxy-2-methylphenyl)cyclopropane-1-carboximidamide